CN1CCN(CC1)C(=O)NC1=CC(=CC=C1)[C@H](C)SC1=NN=CN1C (S)-4-methyl-N-(3-(1-((4-methyl-4H-1,2,4-triazol-3-yl)thio)ethyl)phenyl)piperazine-1-carboxamide